(2R,3R,4R,5R)-5-(6-amino-9H-purin-9-yl)-4-(azidomethoxy)-2-(hydroxymethyl)tetrahydrofuran-3-ol NC1=C2N=CN(C2=NC=N1)[C@H]1[C@@H]([C@@H]([C@H](O1)CO)O)OCN=[N+]=[N-]